COC(=O)C=1C2=C(N=CC1)N(C(=C2)Cl)CC(C)C chloro-1-isobutyl-1H-pyrrolo[2,3-b]pyridine-4-carboxylic acid methyl ester